6-(1-tert-Butoxycarbonyl-1,2,3,6-tetrahydropyridin-4-yl)-7-difluoromethyl-3,4-dihydro-2H-quinoline C(C)(C)(C)OC(=O)N1CCC(=CC1)C=1C=C2CCCNC2=CC1C(F)F